FC1=CC=C(C=C1)NC1=NC=C2C(=N1)N(N=C2)CC2=CC=C(C=C2)NC(C=CC)=O N-(4-((6-((4-fluorophenyl)amino)-1H-pyrazolo[3,4-d]pyrimidine-1-yl)methyl)phenyl)but-2-enamide